C[Si](OP(=O)(O[Si](C)(C)C)C(C=1C=C2C=C(NC2=CC1)C(=O)OC1=CC=C(C=C1)[N+](=O)[O-])(F)F)(C)C 4-nitrophenyl 5-({bis[(trimethylsilyl)oxy]phosphoryl}difluoromethyl)-1H-indole-2-carboxylate